CC1=CC=C(OCC(CC=C)ON=C(C)C2CCC(CC2O)C)C=C1 2-{1-[1-(4-methyl-phenoxymethyl)-but-3-enoxyimino]-ethyl}-3-hydroxy-5-methyl-cyclohexan